NC1=C(SC2=NC(=CC=C21)C)C(=O)N[C@@H]2CC1=CC(=C(C=C1CC2)N2CC1CNCC(C2)O1)F 3-amino-N-[(2S)-7-fluoro-6-{9-oxa-3,7-diazabicyclo[3.3.1]nonan-3-yl}-1,2,3,4-tetrahydronaphthalen-2-yl]-6-methylthieno[2,3-b]pyridine-2-carboxamide